ClC=1C=C(C2=C(C(=NS2)NC(C)C=2N(N=CN2)C2=NC=CC=N2)C1)Cl 5,7-dichloro-N-[1-(2-pyrimidin-2-yl-1,2,4-triazol-3-yl)ethyl]-1,2-benzothiazol-3-amine